1-(2-((4-(dimethylamino) butanoyl) oxy)-3-((7-(heptadecan-9-yloxy)-7-oxoheptanoyl) oxy) propyl) 8-(2-hexyldecyl) suberate C(CCCCCCC(=O)OCC(CCCCCCCC)CCCCCC)(=O)OCC(COC(CCCCCC(=O)OC(CCCCCCCC)CCCCCCCC)=O)OC(CCCN(C)C)=O